CC1=C(C(=CC(=C1)N1CC2=C(CCC1)C=C(C=C2)OC(C(F)(F)F)C)C)NC(CC(C)(C)C)=O N-(2,6-dimethyl-4-(7-((1,1,1-trifluoropropan-2-yl)oxy)-1,3,4,5-tetrahydro-2H-Benzo[c]azepine-2-yl)phenyl)-3,3-dimethylbutanamide